C1(CCC1)N1CCN(CC1)C=1N(CCN1)S(=O)(=O)C1=CC=C(C=C1)CC(=O)N [4-[[2-(4-cyclobutylpiperazin-1-yl)-4,5-dihydroimidazol-1-yl]sulfonyl]phenyl]acetamide